C(C)(C)(C)C1=CC=C(C=C1)N(C(=O)[C@@H]1NCCC1)C(C(=O)NC1CC1)C=1C=NC=CC1 (2R)-N-(4-tert-butylphenyl)-N-[2-(cyclopropylamino)-2-oxo-1-(3-pyridyl)ethyl]pyrrolidine-2-carboxamide